2-ethylacrylate C(C)C(C(=O)[O-])=C